5-((((2'-(2-chloro-3-((3-fluoro-4-((3-(methoxymethyl)azetidin-1-yl)methyl)pyridin-2-yl)amino)phenyl)-6-methoxy-3'-methyl-[2,4'-bipyridin]-5-yl)methyl)amino)methyl)pyrrolidin-2-one ClC1=C(C=CC=C1NC1=NC=CC(=C1F)CN1CC(C1)COC)C1=NC=CC(=C1C)C1=NC(=C(C=C1)CNCC1CCC(N1)=O)OC